COC(C1=CC(=C(C=C1)NC)N1C=NC(=C1)C1=C(C=C(C=C1)C(F)(F)F)O)=O 3-(4-(2-hydroxy-4-(trifluoromethyl)phenyl)-1H-imidazol-1-yl)-4-(methylamino)benzoic acid methyl ester